C(C1=CC=CC=C1)SC=1C2=C(N=C(N1)OCC13CCCN3CCC1)C(=C(N=C2)Cl)F 4-(benzylthio)-7-chloro-8-fluoro-2-((hexahydro-1H-pyrrolizin-7a-yl)methoxy)pyrido[4,3-d]pyrimidine